10-((dimethylamino)methyl)-6-methoxy-2-methyl-7-(1-methyl-1H-pyrrol-4-yl)-9,10-dihydro-8-oxa-2,4,10a-triazanaphtho[2,1,8-cde]azulen-1(2H)-one CN(C)CC1COC2=C3C4=C(N(C(N14)=O)C)C=NC3=CC(=C2C=2C=CN(C2)C)OC